((2r,4S,5r)-4-amino-5-(trifluoromethoxy)tetrahydro-2H-pyran-2-yl)((S)-1-(4-fluorophenyl)-3,4-dihydroisoquinolin-2(1H)-yl)methanone N[C@H]1C[C@@H](OC[C@@H]1OC(F)(F)F)C(=O)N1[C@H](C2=CC=CC=C2CC1)C1=CC=C(C=C1)F